C1(=CC=CC=C1)C1=CC2=C(NC(=N2)C2N(CCC2)C#N)C=C1 (5-Phenyl-1H-benzo[d]imidazol-2-yl)pyrrolidine-1-carbonitrile